4-(2-chlorophenyl)-5-(4-((1-(3-fluoropropyl)azetidin-3-yl)methyl)phenyl)-2,3-dihydrobenzo[b]oxepine-8-carboxylic acid, hydrochloride Cl.ClC1=C(C=CC=C1)C1=C(C2=C(OCC1)C=C(C=C2)C(=O)O)C2=CC=C(C=C2)CC2CN(C2)CCCF